CC=1C=CC2=C(S(N=C(O2)C2=CC=C(C=C2)C(F)(F)F)(=O)=O)C1 7-methyl-3-(4-(trifluoromethyl)phenyl)benzo[e][1,4,3]oxathiazine-1,1-dioxide